2-[4-Bromo-3-(methoxymethyl)phenyl]acetic acid BrC1=C(C=C(C=C1)CC(=O)O)COC